BrC=1OC=C(N1)C(F)(F)F 2-bromo-4-(trifluorometh-yl)oxazole